4-Azido-4-deoxy-D-galactose N(=[N+]=[N-])[C@H]([C@@H]([C@H](C=O)O)O)[C@H](O)CO